5-(1-(2-chlorophenyl)ethoxy)-N-((R,E)-4-(methylsulfonyl)but-3-en-2-yl)-4-(trifluoromethyl)pyrimidine-2-carboxamide ClC1=C(C=CC=C1)C(C)OC=1C(=NC(=NC1)C(=O)N[C@H](C)\C=C\S(=O)(=O)C)C(F)(F)F